OCCNC1=C(C=C(C=C1)O)[N+](=O)[O-] 4-(2-hydroxyethylamino)-3-nitrophenol